6,6-dimethyl-3-(2-methyloctan-2-yl)-6a,7,8,9,10,10a-hexahydro-6H-benzo[c]chromene-1,9-diol CC1(OC=2C=C(C=C(C2C2C1CCC(C2)O)O)C(C)(CCCCCC)C)C